6-{5-azaspiro[2.4]heptan-5-ylmethyl}-2-cyclopropyl-N-(3-{3-[(4-methyl-1,2-oxazol-3-yl)methyl]oxetan-3-yl}phenyl)pyrimidine-4-carboxamide C1CC12CN(CC2)CC2=CC(=NC(=N2)C2CC2)C(=O)NC2=CC(=CC=C2)C2(COC2)CC2=NOC=C2C